p-nitrophenylserine [N+](=O)([O-])C1=CC=C(C=C1)N[C@@H](CO)C(=O)O